C(CC1=C(C=CC=C1)NC(=O)[C@@H]1C(C[C@@H]2SCC[C@@H](C(N21)=O)NC([C@H](C)NC)=O)(C)C)C2=C(C=CC=C2)NC(=O)[C@@H]2C(C[C@@H]1SCC[C@@H](C(N12)=O)NC([C@H](C)NC)=O)(C)C (S,4S,4'S,7S,7'S,9aS,9a'S)-N,N'-(ethane-1,2-diylbis-(2,1-phenylene))bis(8,8-dimethyl-4-((S)-2-(methyl-amino)propanamido)-5-oxooctahydropyrrolo[2,1-b][1,3]thiazepine-7-carboxamide)